NC1=C(C(=NC(=C1C(=O)O)Br)Cl)F amino-2-bromo-6-chloro-5-fluoronicotinic acid